CC1=C(C(=CC(=C1)N)C)C1=C(C=CC=C1)OC(F)(F)F 2,6-dimethyl-2'-(trifluoromethoxy)-[1,1'-biphenyl]-4-amine